2-chloro-5-(pyridin-4-yl)pyrimidine ClC1=NC=C(C=N1)C1=CC=NC=C1